C1(CC1)C1=NN=C(O1)C(=O)N1[C@H](C2=C(CC1)NC=N2)C2=NN1C(C(=CC=C1)C1CC1)=C2 (R)-(5-cyclopropyl-1,3,4-oxadiazol-2-yl)(4-(4-cyclopropylpyrazolo[1,5-a]pyridin-2-yl)-1,4,6,7-tetrahydro-5H-imidazo[4,5-c]pyridin-5-yl)methanone